S-(((3aS,4S,6R,6aR)-6-(6-chloro-5-cyano-4-(3,3-difluoropyrrolidin-1-yl)-1H-pyrazolo[3,4-b]pyridin-1-yl)-2,2-dimethyltetrahydrofuro[3,4-d][1,3]dioxol-4-yl)methyl) ethanethioate C(C)(SC[C@H]1O[C@H]([C@@H]2OC(O[C@@H]21)(C)C)N2N=CC=1C2=NC(=C(C1N1CC(CC1)(F)F)C#N)Cl)=O